CC1=NN(C=C1[N+](=O)[O-])C1COCCC1 3-methyl-4-nitro-1-(tetrahydro-2H-pyran-3-yl)-1H-pyrazole